C1(=CC=CC=2C3=CC=CC=C3NC12)C=1C(=C(C=CC1)C=1C(=CC=CC1)C1=CC=CC=C1)C1=CC=CC=2C3=CC=CC=C3C3=CC=CC=C3C12 (carbazolyl)(triphenyleneyl)terbenzene